FC=1C=C(C=C(C1)F)C1=NO[C@](C1)(C(=O)N[C@@H]1CO[C@@H](C1)C(NOC)=O)C=C (5S)-3-(3,5-difluorophenyl)-N-[cis-5-(methoxycarbamoyl)tetrahydrofuran-3-yl]-5-vinyl-4H-isoxazole-5-carboxamide